C[C@H]1[C@@H](C[C@H]([C@@H](O1)OCCCCCCC/C=C/C(=O)O)O)OC(=O)C2=CNC3=CC=CC=C32 The molecule is a 4-O-(1H-indol-3-ylcarbonyl)ascaroside derived from (2E)-10-hydroxydec-2-enoic acid. It is a metabolite of the nematode Caenorhabditis elegans. It has a role as a Caenorhabditis elegans metabolite. It is a 4-O-(1H-indol-3-ylcarbonyl)ascaroside, an alpha,beta-unsaturated monocarboxylic acid and an omega-hydroxy fatty acid ascaroside. It derives from an (E)-10-hydroxydec-2-enoic acid and an oscr#15.